tert-butyl (E)-5'-chloro-2'-(3-chloroprop-1-en-1-yl)-[1,1'-biphenyl]-3-carboxylate ClC=1C=CC(=C(C1)C1=CC(=CC=C1)C(=O)OC(C)(C)C)\C=C\CCl